4-ethylpentanediol C(C)C(CCC(O)O)C